(2-methoxyethyl) sulfoxide COCCS(=O)CCOC